COC1=NC=CC(=C1)C1=C(N)C=C(C=C1)C(F)(F)F 2-(2-methoxy-4-pyridyl)-5-(trifluoromethyl)anilin